4-[(4-Methylbenzenesulfonyl)oxy]but-2-yn-1-ol CC1=CC=C(C=C1)S(=O)(=O)OCC#CCO